CS(=O)(=O)N1C[C@@H](CCC1)N |r| (±)-1-methanesulfonylpiperidin-3-amine